6-(1-(tert-Butoxycarbonyl)-1,2,3,6-tetrahydropyridin-4-yl)imidazo[1,2-a]pyridine-2-carboxylic acid ethyl ester C(C)OC(=O)C=1N=C2N(C=C(C=C2)C=2CCN(CC2)C(=O)OC(C)(C)C)C1